NC=1C=C(C=CC1)S(=O)(=O)NC(=O)C=1C(=NC(=CC1)C(C)(C)C)C1=CC=CC=C1 N-(3-Aminophenyl)sulfonyl-6-tert-butyl-2-phenylpyridin-3-carboxamid